C(C)C1=CC=C(C=C1)CC/C=C/C1=CC2=C(OCC(N2)=O)C=C1 (E)-6-(4-(4-ethylphenyl)but-1-en-1-yl)-2H-benzo[b][1,4]oxazin-3(4H)-one